OCCC(C(=O)O)=C.C(C=C)(=O)OCCO hydroxyethyl acrylate (Hydroxyethylacrylate)